[(3S)-3-(5-fluoro-6-methylpyridin-3-yl)-1,2-oxazolidin-2-yl]-[1-[6-(2-methyl-1,2,4-triazol-3-yl)pyrimidin-4-yl]piperidin-4-yl]methanone FC=1C=C(C=NC1C)[C@H]1N(OCC1)C(=O)C1CCN(CC1)C1=NC=NC(=C1)C=1N(N=CN1)C